(6-methylpyridin-3-yl)porphyrin CC1=CC=C(C=N1)C1=C2NC(=C1)C=C1C=CC(=N1)C=C1C=CC(N1)=CC=1C=CC(N1)=C2